ethyl 6-bromo-3-(4-(((tert-butoxycarbonyl) amino) methyl)-4-methylpiperidin-1-yl)-5-methylpyrazine-2-carboxylate BrC1=C(N=C(C(=N1)C(=O)OCC)N1CCC(CC1)(C)CNC(=O)OC(C)(C)C)C